5-(((tert-butylsulfinyl)amino)methyl)thiophene-3-carboxamide C(C)(C)(C)S(=O)NCC1=CC(=CS1)C(=O)N